(S)-6-(1-amino-1,3-dihydrospiro[indene-2,4'-piperidin]-1'-yl)-3-(1-(quinolin-4-yl)cyclopropyl)-1,5-dihydro-4H-pyrazolo[3,4-d]pyrimidin-4-one N[C@@H]1C2=CC=CC=C2CC12CCN(CC2)C=2NC(C1=C(N2)NN=C1C1(CC1)C1=CC=NC2=CC=CC=C12)=O